C1(CCC1)N1C(=NC2=C1C=C(C=C2)C)C2=CC=C(C=C2)C(C(=O)N)C2=CC=C(C=C2)S(=O)(=O)CC (4-(1-cyclobutyl-6-methyl-1H-benzo[d]imidazol-2-yl)phenyl)-2-(4-(ethylsulfonyl)phenyl)acetamide